CN1N=CC(=C1)C=1N=CN(C1)C1=C2C(=NC=C1)NN=C2C(C)C 4-[4-(1-Methyl-1H-pyrazol-4-yl)-1H-imidazol-1-yl]-3-(propan-2-yl)-1H-pyrazolo[3,4-b]pyridine